(E)-3-[3-[(3,5-Dimethylpyrazol-1-yl)methyl]-4-methoxyphenyl]-1-(4-hydroxyphenyl)prop-2-en-1-one CC1=NN(C(=C1)C)CC=1C=C(C=CC1OC)/C=C/C(=O)C1=CC=C(C=C1)O